hexahydro-1H-pyrrolizine-1-amine C1(CCN2CCCC12)N